ClC1=C(CNC(=O)[C@@]2(C=3C=CC=NC3[C@]3(CC2)CNC(CO3)=O)F)C=CC(=C1)Cl (2S,5'R)-N-(2,4-dichlorobenzyl)-5'-fluoro-5-oxo-6',7'-dihydro-5'H-spiro[morpholine-2,8'-quinoline]-5'-carboxamide